N-(3-(5-chloro-2-(difluoromethoxy)phenyl)-1H-pyrazol-4-yl)-6-fluoropyrazolo[1,5-a]pyrimidine-3-carboxamide ClC=1C=CC(=C(C1)C1=NNC=C1NC(=O)C=1C=NN2C1N=CC(=C2)F)OC(F)F